tert-butyl (2-((benzyl(methyl)amino)methyl)-6-(p-tolylamino)pyrimidin-4-yl)carbamate C(C1=CC=CC=C1)N(C)CC1=NC(=CC(=N1)NC(OC(C)(C)C)=O)NC1=CC=C(C=C1)C